N1(N=CC=C1)CCOC=1C=C2C=CN=C(C2=CC1)NC=1C=NC(=CC1)Cl 6-(2-(1H-pyrazol-1-yl)ethoxy)-N-(6-chloropyridin-3-yl)isoquinolin-1-amine